FC1=CC=C(C=C1)C1=NC(=C2C(=N1)N(N=C2)C2=CC=CC=C2)NC(=O)C=2SC(=CC2)[N+](=O)[O-] N-(6-(4-fluorophenyl)-1-phenyl-1H-pyrazolo[3,4-d]pyrimidin-4-yl)-5-nitrothiophene-2-carboxamide